CN1N=CC(=C1)S(=O)(=O)NC1=NC(=C(C(=N1)OC1=CC=C(C=C1)C1CCN(CC1)C)C)C1=C(C=CC=C1)C 1-Methyl-N-[5-methyl-4-[4-(1-methyl-4-piperidyl)phenoxy]-6-(o-tolyl)pyrimidin-2-yl]pyrazole-4-sulfonamide